1,6-bis(4-nitrophenyl)perfluorohexane methyl-6-isopropyl-3-methyl-5-(8-methyl-[1,2,4]triazolo[1,5-a]pyridin-6-yl)-4H-thieno[3,2-b]pyrrole-2-carboxylate COC(=O)C1=C(C=2NC(=C(C2S1)C(C)C)C=1C=C(C=2N(C1)N=CN2)C)C.[N+](=O)([O-])C2=CC=C(C=C2)C(C(C(C(C(C(C2=CC=C(C=C2)[N+](=O)[O-])(F)F)(F)F)(F)F)(F)F)(F)F)(F)F